BrC=1C(N(C(=CC1OC1=C(C=C(C=C1)F)F)C)CC1=CC=C(C=C1)C(=O)NCCCN)=O 3-bromo-4-(2,4-difluorophenoxy)-6-methyl-1-[4-((aminopropyl)aminocarbonyl)benzyl]pyridin-2(1H)-one